COC1=CC=C(C=C1)C(CSC1=NN=C2N1C(=CC=N2)CCC)=O 3-{[2-(4-methoxyphenyl)-2-oxoethyl]sulfanyl}-5-propyl[1,2,4]triazolo[4,3-a]pyrimidin